trans-3-(hydroxymethyl)-4-methylpyrrolidine OC[C@@H]1CNC[C@H]1C